trans-tert-butyl 2-(2-chloro-6-(6-(methylcarbamoyl)pyrimidin-4-yl)pyridin-4-yl)-6-((dimethylamino)methyl)morpholine-4-carboxylate ClC1=NC(=CC(=C1)[C@@H]1CN(C[C@H](O1)CN(C)C)C(=O)OC(C)(C)C)C1=NC=NC(=C1)C(NC)=O